tert-Butyl (R)-3-((3-fluoropyrrolidin-1-yl)methyl)azetidine-1-carboxylate F[C@H]1CN(CC1)CC1CN(C1)C(=O)OC(C)(C)C